BrC1=CC2=C(OC(O2)(F)F)C=C1OCOC 5-bromo-2,2-difluoro-6-(methoxymethoxy)-1,3-benzodioxole